CC1(C[C@@H](O1)[C@]1(CN(CC1)CC=1SC(=CN1)OC)CCC1=CC=C(C#N)C=C1)C |o1:3| 4-(2-((R)-3-((R or S)-4,4-dimethyloxetan-2-yl)-1-((5-methoxythiazol-2-yl)methyl)pyrrolidin-3-yl)ethyl)benzonitrile